COCCC1=CC=C(C=C1)CN1N=CC(=C1)B1OC(C(O1)(C)C)(C)C 1-[[4-(2-methoxyethyl)phenyl]methyl]-4-(4,4,5,5-tetramethyl-1,3,2-dioxaborolan-2-yl)pyrazole